5-bromo-N2-(1-methyl-1H-pyrazol-4-yl)-N4-(3-nitrophenyl)pyrimidine-2,4-diamine BrC=1C(=NC(=NC1)NC=1C=NN(C1)C)NC1=CC(=CC=C1)[N+](=O)[O-]